(S)-2-(2-methyl-3-(4-(trifluoromethyl)phenyl)propyl)-7-thia-2-azaspiro[3.5]nonane 7,7-dioxide C[C@H](CN1CC2(C1)CCS(CC2)(=O)=O)CC2=CC=C(C=C2)C(F)(F)F